CC1=CC=C(C=C1)S(=O)(=O)O[C@@H](CNC(=O)OC(C)(C)C)C (R)-1-((tert-butoxycarbonyl)amino)propan-2-yl 4-toluenesulfonate